4-(5-formylthiazol-2-yl)benzonitrile C(=O)C1=CN=C(S1)C1=CC=C(C#N)C=C1